FC(C(=O)O)(F)F.NCC(CN1N=C(N(C1=O)CC1=CC=C(S1)C=1C=C2CCC(N(C2=CC1)C)=O)C)=C(F)F 6-[5-[[1-[2-(aminomethyl)-3,3-difluoro-allyl]-3-methyl-5-oxo-1,2,4-triazol-4-yl]methyl]-2-thienyl]-1-methyl-3,4-dihydroquinolin-2-one trifluoroacetate